9,10-bis(1H-imidazolyl)anthracene N1(C=NC=C1)C=1C2=CC=CC=C2C(=C2C=CC=CC12)N1C=NC=C1